N-methyl-pyrrolidone CN1C(CCC1)=O